7-(hydroxymethyl)thieno[3,2-c]quinolin-4(5H)-one OCC=1C=CC=2C3=C(C(NC2C1)=O)C=CS3